1-Cyclopropyl-3-(2-methoxy-3-nitrophenyl)-1H-1,2,4-triazole C1(CC1)N1N=C(N=C1)C1=C(C(=CC=C1)[N+](=O)[O-])OC